2-(2,4-dinitro-phenoxymethyl)-1-methyl-5-nitro-1H-imidazole [N+](=O)([O-])C1=C(OCC=2N(C(=CN2)[N+](=O)[O-])C)C=CC(=C1)[N+](=O)[O-]